FC(C1=CC=CC(=N1)NC(=O)C=1C(=CC=2N(C1)C=C(N2)C2CCC(CC2)CN2CCC(CC2)C2=CC=C(C=C2)N2C(NC(CC2)=O)=O)OC(C)C)F N-[6-(difluoromethyl)-2-pyridyl]-2-[4-[[4-[4-(2,4-dioxohexahydropyrimidin-1-yl)phenyl]-1-piperidyl]methyl]cyclohexyl]-7-isopropoxy-imidazo[1,2-a]pyridine-6-carboxamide